(Z)-1-(4-methoxyphenyl)-5-(3,4,5-trimethoxybenzylidene)pyrimidine COC1=CC=C(C=C1)N1CN=C\C(\C1)=C/C1=CC(=C(C(=C1)OC)OC)OC